CC1=NC=C(C(=C1)C1=CC=2N(C=C1)N=C(C2)NC2=NC=NC(=C2)C)OC2C[C@H]1COC[C@@H](C2)N1C 5-[2-methyl-5-[[(1R,5S,7s)-9-methyl-3-oxa-9-azabicyclo[3.3.1]nonan-7-yl]oxy]-4-pyridyl]-N-(6-methylpyrimidin-4-yl)pyrazolo[1,5-a]pyridin-2-amine